S1C(=CC=C1C(=O)Cl)C(=O)Cl 5-thiophenediformylchloride